C1(=CC(=CC=C1)C(CNC1=CC=CC=C1)C)C(CNC1=CC=CC=C1)C [1,3-phenylene-bis-(1-methylethylene)]-dianiline